BrC1=C2CCC3(C(C2=CC=C1)=O)CC3 5'-bromo-3',4'-dihydrospiro[cyclopropane-1,2'-naphthalen]-1'-one